6-(2,6-difluorobenzyl)-3-((1R,2S,5S,6R)-2-methyl-3-oxabicyclo[3.1.0]hexan-6-yl)-3,6-dihydro-4H-pyrazolo[4,3-d][1,2,3]triazin-4-one FC1=C(CN2N=C3C(N=NN(C3=O)[C@@H]3[C@H]4CO[C@H]([C@@H]34)C)=C2)C(=CC=C1)F